isopropyl cis-3-(((2-methoxyethyl)sulfonyl) amino)-2-((6-(prop-1-en-2-yl)pyridin-2-yl)methyl)piperidine-1-carboxylate COCCS(=O)(=O)N[C@@H]1[C@@H](N(CCC1)C(=O)OC(C)C)CC1=NC(=CC=C1)C(=C)C